CN(C/C=C/C(=O)NC=1C(=NC2=CC=C(C=C2C1)NC1=NC=C(C(=N1)C1=CN(C2=CC=CC=C12)C)C(=O)OC(C)C)C)C Isopropyl (E)-2-((3-(4-(dimethylamino)but-2-enamido)-2-methylquinolin-6-yl)amino)-4-(1-methyl-1H-indol-3-yl)pyrimidine-5-carboxylate